BrC1=C(NC2=C(C(=C(C(=C12)C1=CCCN(C1)C(=O)OC(C)(C)C)F)F)C(N)=O)C tert-butyl 5-(3-bromo-7-carbamoyl-5,6-difluoro-2-methyl-1H-indol-4-yl)-3,6-dihydropyridine-1(2H)-carboxylate